(S)-5-benzyl-N-(5-methyl-7-(3-morpholinopropan-1-yn-1-yl)-4-oxo-2,3,4,5-tetrahydrobenzo[b][1,4]oxazepin-3-yl)-1H-1,2,4-triazole-3-carboxamide C(C1=CC=CC=C1)C1=NC(=NN1)C(=O)N[C@@H]1C(N(C2=C(OC1)C=CC(=C2)C#CCN2CCOCC2)C)=O